OC=1C(C2=CC=CC=C2C(C1SCC1=CC=CC=C1)=O)=O 2-Hydroxy-3-benzylmercapto-1,4-naphthoquinone